2-((4-Diethylaminophenyl)(pyridin-2-ylamino)methyl)naphthalen-1-ol C(C)N(C1=CC=C(C=C1)C(C1=C(C2=CC=CC=C2C=C1)O)NC1=NC=CC=C1)CC